FC(CN1N=CC=C1CC1=CC=C(C=C1)C1=NOC(C1)(O)C(F)(F)F)(F)F 3-(4-{[1-(2,2,2-trifluoroethyl)-1H-pyrazol-5-yl]methyl}phenyl)-5-(trifluoromethyl)-4,5-dihydro-1,2-oxazol-5-ol